FC=1C=C2C(N(C=3N(C2=CC1)C(NN3)=S)CCC3=NC=CC=C3)=O 7-fluoro-4-(2-(pyridin-2-yl)ethyl)-1-thioxo-2,4-dihydro-[1,2,4]triazolo[4,3-a]quinazolin-5(1H)-one